FC(C(=O)O)(F)F.N=1C(N=CC=CC1)=O 1,3-diazepin-2-one trifluoroacetate